C1(=CC=CC=C1)[C@H]1[C@@H](CSC1)C(=O)O |r| rac-(3R,4R)-4-phenyltetrahydrothiophene-3-carboxylic acid